CC1=CC=CC=2NC(N(C21)C=2C=NC(=NC2)C2=C1C(=CN=C2)N(N=C1)C)=O 4-methyl-3-[2-(1-methylpyrazolo[3,4-c]pyridin-4-yl)pyrimidin-5-yl]-2-oxo-benzimidazol